3-(3-(2,4-Difluorophenyl)-4-oxo-3,4-dihydrophthalazin-1-yl)-N-ethylbenzenesulfonamide FC1=C(C=CC(=C1)F)N1N=C(C2=CC=CC=C2C1=O)C=1C=C(C=CC1)S(=O)(=O)NCC